(S)-N-(4-(1H-pyrazol-4-yl)pyridin-2-yl)-1-cyanopyrrolidine-3-carboxamide N1N=CC(=C1)C1=CC(=NC=C1)NC(=O)[C@@H]1CN(CC1)C#N